N[C@H]1C(N(C1)S(=O)(=O)C1=CC=C(C=C1)[N+](=O)[O-])=O (R)-3-amino-1-((4-nitrophenyl)sulfonyl)azetidin-2-one